azobis-(2,4-dimethyl-valeronitrile) N(=NC(C#N)(CC(C)C)C)C(C#N)(CC(C)C)C